COC1=C(C=C2C(=NC=NC2=C1)C=1C=NSC1C1=CC=CC=C1)N1CCOCC1 4-(7-methoxy-4-(5-phenylisothiazol-4-yl)quinazolin-6-yl)morpholine